BrC=1C=NC(=NC1)N(C(OC(C)(C)C)=O)C Tert-Butyl N-(5-bromanylpyrimidin-2-yl)-N-methyl-carbamate